BrC=1C=NN(C1)CC1CCCC1 1-((4-bromo-1H-pyrazol-1-yl)methyl)cyclopentan